(6-hydroxypyrazin-2-yl)(8-phenyl-6-azaspiro[3.4]octan-6-yl)methanone OC1=CN=CC(=N1)C(=O)N1CC2(CCC2)C(C1)C1=CC=CC=C1